C(=O)C1=CC=NC=C1C(=O)O 4-FORMYLNICOTINIC ACID